1-(2-butyloctyl) 7-(2-((4-(dimethylamino) butyryl) oxy)-3-((7-(((9e,12e)-octadeca-9,12-dien-1-yl) oxy)-7-oxoheptanoyl) oxy) propyl) pimelate C(CCCCCC(=O)OCC(COC(CCCCCC(=O)OCCCCCCCC\C=C\C\C=C\CCCCC)=O)OC(CCCN(C)C)=O)(=O)OCC(CCCCCC)CCCC